(2,5-bis(trifluoromethyl)phenyl)boric acid FC(C1=C(C=C(C=C1)C(F)(F)F)OB(O)O)(F)F